ClC1=C(C=C(C=C1)S(=O)(=O)C)S(=O)(=O)N1CCC2(CC(CO2)NC[C@@H](COC=2C=C(C=CC2)S(=O)(=O)NC)O)CC1 3-((2S)-3-(8-(2-chloro-5-(methylsulfonyl)phenylsulphonyl)-1-oxa-8-azaspiro[4.5]decan-3-ylamino)-2-hydroxypropoxy)-N-methylbenzenesulphonamide